CC1=CC=C(C=C1)S(=O)(=O)OC=1N=C2N(C(C1)=O)C=C(S2)N2C[C@H]1N(CC2)CCC1 [5-oxo-2-[(8aS)-3,4,6,7,8,8a-hexahydro-1H-pyrrolo[1,2-a]pyrazin-2-yl]thiazolo[3,2-a]pyrimidin-7-yl] 4-methylbenzenesulfonate